4,5-dihydro-1,2,4-triazine N=1N=CNCC1